C1(CCCC1)N1[C@@H](C(N(C=2C=NC(=NC12)NC1=C(C=C(C(=O)NCCCOC2CCN(CC2)C(=O)OC(C)(C)C)C=C1)OC)C)=O)CC tert-butyl 4-[3-[[4-[[(7R)-8-cyclopentyl-7-ethyl-5-methyl-6-oxo-7H-pteridin-2-yl]amino]-3-methoxy-benzoyl]amino]propoxy]piperidine-1-carboxylate